C(CCCCCCC)ON1C(CC(CC1(C)C)OC(CCCCCCCCC(=O)OC1CC(N(C(C1)(C)C)OCCCCCCCC)(C)C)=O)(C)C.CN(C)CC1=CNC2=NC=C(C=C21)CN2CCC1=CC=C(C=C21)C(=O)NC=2C=NC=C(C2)C(F)(F)F 1-((3-((dimethylamino)methyl)-1H-pyrrolo[2,3-b]pyridin-5-yl)methyl)-N-(5-(trifluoromethyl)pyridin-3-yl)indoline-6-carboxamide bis(1-octyloxy-2,2,6,6-tetramethyl-4-piperidinyl)sebacate